tert-butyl 4,4-difluoro-3-(2-((methyl((2-(trimethylsilyl)ethoxy)carbonyl)amino)methyl)pyridin-4-yl)piperidine-1-carboxylate FC1(C(CN(CC1)C(=O)OC(C)(C)C)C1=CC(=NC=C1)CN(C(=O)OCC[Si](C)(C)C)C)F